NC(C(=O)O)CCNC 2-amino-4-(methylamino)butanoic acid